4-[2-(2,2-difluoroethoxy)phenyl]-2-[5-(2-hydroxy-2-methylpropoxy)pyridin-2-yl]-2,3-dihydro-1H-pyrrolo[3,4-c]pyridin-1-one FC(COC1=C(C=CC=C1)C1=NC=CC2=C1CN(C2=O)C2=NC=C(C=C2)OCC(C)(C)O)F